The molecule is a 5-(2-{[2-(2-ethoxyphenoxy)ethyl]amino}propyl)-2-methoxybenzenesulfonamide that has (R)-configuration. A specific alpha1 adrenoceptor antagonist used (generally as its hydrochloride salt, tamsulosin hydrochloride) in the treatment of prostatic hyperplasia, chronic prostatitis, urinary retention, and help with the passage of kidney stones. It has a role as an alpha-adrenergic antagonist and an antineoplastic agent. It is a conjugate base of a tamsulosin(1+). It is an enantiomer of an ent-tamsulosin. CCOC1=CC=CC=C1OCCN[C@H](C)CC2=CC(=C(C=C2)OC)S(=O)(=O)N